5-Cyclopropylisoxazole-3-carboxylic acid hydrazide C1(CC1)C1=CC(=NO1)C(=O)NN